[N+](=O)([O-])C1=CC=C(C=C1)C(CO)O 1-(4-nitrophenyl)ethane-1,2-diol